CC1(C(C1C=CC)C(=O)[O-])C 2,2-dimethyl-3-prop-1-enylcyclopropanecarboxylate